2-((6-(furan-3-yl)-2-methylpyridin-3-yl)amino)-7-methyl-9-(tetrahydro-2H-pyran-4-yl)-7,9-dihydro-8H-purin-8-one O1C=C(C=C1)C1=CC=C(C(=N1)C)NC1=NC=C2N(C(N(C2=N1)C1CCOCC1)=O)C